NC1=NN(C2=C(C=C(C(=C12)OC1=C(C=CC(=C1)F)Cl)NC(C1=CC(=CC(=C1)C(F)(F)F)F)=O)C=1C=NC=NC1)C N-(3-Amino-4-(2-chloro-5-fluorophenoxy)-1-methyl-7-(pyrimidin-5-yl)-1H-indazol-5-yl)-3-fluoro-5-(trifluoromethyl)benzamide